3-(4-bromo-2,5-dimethoxyphenyl)-2-methylpropanoic acid BrC1=CC(=C(C=C1OC)CC(C(=O)O)C)OC